racemic-7-(6-(3-fluoro-1-(1-(4-fluorophenyl)ethyl)-1H-pyrazol-4-yl)pyrazin-2-yl)-[1,2,4]triazolo[1,5-a]pyridin-2-amine FC1=NN(C=C1C1=CN=CC(=N1)C1=CC=2N(C=C1)N=C(N2)N)[C@H](C)C2=CC=C(C=C2)F |r|